4-((6-(N-(2,4-dimethoxybenzyl)-N-(6-fluoropyridin-2-yl)sulfamoyl)-4-methylpyridin-3-yl)amino)piperidine-1-carboxylic acid tert-butyl ester C(C)(C)(C)OC(=O)N1CCC(CC1)NC=1C=NC(=CC1C)S(N(C1=NC(=CC=C1)F)CC1=C(C=C(C=C1)OC)OC)(=O)=O